((1S,2R)-2-fluorocyclopropyl)(3-(2-(tetrahydro-2H-pyran-2-yl)-2H-pyrazolo[4,3-b]pyridin-7-yl)-3,8-diazabicyclo[3.2.1]octan-8-yl)methanone F[C@H]1[C@@H](C1)C(=O)N1C2CN(CC1CC2)C=2C=1C(N=CC2)=CN(N1)C1OCCCC1